[5-({1-[(2E)-2-(aminomethyl)-3-fluoroprop-2-en-1-yl]-5-oxo-1,5-dihydro-4H-1,2,4-triazol-4-yl}methyl)thiophen-2-yl]-3,4-dihydro-1,8-naphthyridin-2(1H)-one NC/C(/CN1N=CN(C1=O)CC1=CC=C(S1)N1C(CCC2=CC=CN=C12)=O)=C\F